zirconium normal propyl alcohol C(CC)O.[Zr]